[4-({4-(3-ethyl-4-methyl-5-oxo-4,5-dihydro-1H-1,2,4-triazol-1-yl)-5-fluoro-2-[pent-4-en-2-yloxy]benzoyl}amino)-3-methylphenyl]carbamic acid tert-butyl ester C(C)(C)(C)OC(NC1=CC(=C(C=C1)NC(C1=C(C=C(C(=C1)F)N1N=C(N(C1=O)C)CC)OC(C)CC=C)=O)C)=O